2-(1-(4-amino-3-(3-(trifluoromethoxy)phenyl)-1H-pyrazolo[3,4-d]pyrimidin-1-yl)ethyl)-3-(3-fluorophenyl)-4H-chromen-4-one NC1=C2C(=NC=N1)N(N=C2C2=CC(=CC=C2)OC(F)(F)F)C(C)C=2OC1=CC=CC=C1C(C2C2=CC(=CC=C2)F)=O